methyl 5-ethyl-1H-pyrrolo[2,3-b]pyridine-4-carboxylate C(C)C1=C(C2=C(N=C1)NC=C2)C(=O)OC